C[Si](OB(F)O[Si](C)(C)C)(C)C di(trimethylsiloxy)fluoroborane